NC1=NC=CC=C1C1=NC=2C(=NC(=CC2)C2=CC=CC=C2)N1C1=CC=C(CN2CCN(CC2)C(=O)C=2N=C(SC2)C#N)C=C1 4-(4-(4-(2-(2-Aminopyridin-3-yl)-5-phenyl-3H-imidazo[4,5-b]pyridin-3-yl)benzyl)piperazine-1-carbonyl)thiazole-2-carbonitrile